N1=C(SC2=C1C1=C(C=C2)OCC1)N1CN[C@H]2[C@@H]1[C@@H](CC2)N2CCOCC2 |r| rac-(3aR,6R,6aR)-1-(7,8-dihydrofuro[3,2-e][1,3]benzothiazol-2-yl)-6-(morpholin-4-yl)hexahydrocyclopenta[d]imidazol